COC(CN1N=C(N2C(C1=O)=CC1=C2C=CS1)CO)=O.N1C2C(CC1)NCC2 octahydropyrrolo[3,2-b]pyrrole methyl-2-(5-(hydroxymethyl)-8-oxothieno[2',3':4,5]pyrrolo[1,2-d][1,2,4]triazin-7(8H)-yl)acetate